C(C)N1C(=NN(C1=O)C=1C=C2[C@@H](CN(C(C2=CC1F)=O)C1=C(C=CC=C1)C)C(=C)C)CO |o1:11| (S*)-6-[4-Ethyl-3-(hydroxymethyl)-5-oxo-1,2,4-triazol-1-yl]-7-fluoro-4-isopropenyl-2-(o-tolyl)-3,4-dihydroisoquinolin-1-one